2,2-Difluoroacetate FC(C(=O)[O-])F